Cl.N1C(NC=C1)=O 1H-imidazol-2-one hydrochloride